BrC1=CC(=NC=C1)OC1CC(C1)OC1CCNCC1 4-bromo-2-[3-(4-piperidinyloxy)cyclobutoxy]pyridine